2-chloro-N-(cyano(oxetan-2-yl)methyl)-N-cyclopropyl-5-(1-(2,6-dichloro-4-(perfluoropropan-2-yl)phenyl)-1H-pyrazol-4-yl)nicotinamide ClC1=C(C(=O)N(C2CC2)C(C2OCC2)C#N)C=C(C=N1)C=1C=NN(C1)C1=C(C=C(C=C1Cl)C(C(F)(F)F)(C(F)(F)F)F)Cl